3-ethynyl-1-methyl-1,2,4-triazole C(#C)C1=NN(C=N1)C